CC1=NN(C(=C1)C)C=1C=CC(N(N1)C1CCN(CC1)C(=O)C1=CC=NC=C1)=O 6-(3,5-dimethylpyrazol-1-yl)-2-[1-(pyridine-4-carbonyl)piperidin-4-yl]pyridazin-3-one